COCC=1C(C=CC(C1)=O)=NO 2-(Methoxymethyl)-cyclohexa-2,5-dien-1,4-dion-oxim